CS(=O)C1=NC=C(C(=N1)OC1CC2(COC2)C1)C#N 2-methylsulfinyl-4-(2-oxaspiro[3.3]heptan-6-yloxy)pyrimidine-5-carbonitrile